6-bromo-7-fluoro-2-[3-[2-[6-oxo-5-(trifluoromethyl)-1-(2-trimethylsilylethoxymethyl)pyridazin-4-yl]pyrazolidin-1-yl]propyl]isoquinolin-1-one BrC=1C=C2C=CN(C(C2=CC1F)=O)CCCN1N(CCC1)C=1C=NN(C(C1C(F)(F)F)=O)COCC[Si](C)(C)C